tert-butyl N-{[5-(2-fluoropyridin-3-yl)-1-(3-methoxybenzenesulfonyl)-1H-pyrrol-3-yl] methyl}-N-methylcarbamate FC1=NC=CC=C1C1=CC(=CN1S(=O)(=O)C1=CC(=CC=C1)OC)CN(C(OC(C)(C)C)=O)C